C1N(CC12CCOCC2)C=O (7-oxa-2-azaspiro[3.5]nonan-2-yl)methanone